C(C=C)N1C(N(C(N(C1=O)CC=C)=O)CC=C)=O 1,3,5-Triallyl-1,3,5-triazin-2,4,6(1H,3H,5H)trion